C(C1=CC=CC=C1)[C@]1([C@@](O[C@@H]([C@]([C@@]1(O)CC1=CC=CC=C1)(O)CC1=CC=CC=C1)COCC1=CC=CC=C1)(S(=O)(=O)N1CC=CC=C1)S)O 2,3,4,6-O-tetrabenzyl-1-(pyridin-1-yl)sulfonyl-β-D-mannopyranosyl-sulfan